2-fluoro-N-methyl-4-nitrobenzamide FC1=C(C(=O)NC)C=CC(=C1)[N+](=O)[O-]